7-(5-(5-((1s,4s)-4-hydroxy-4-methylcyclohexyl)-1,3,4-thiadiazol-2-yl)-4-(oxetan-3-ylamino)pyridin-2-yl)pyrrolo[1,2-b]pyridazine-3-carbonitrile OC1(CCC(CC1)C1=NN=C(S1)C=1C(=CC(=NC1)C1=CC=C2N1N=CC(=C2)C#N)NC2COC2)C